ClC1=CC=C(C(=O)N2C3N(C(CC2)=O)C(C(N(C3)CC(CC)C)=O)C)C=C1 (4-chlorobenzoyl)-6-methyl-8-(2-methylbutyl)hexahydro-4H-pyrazino[1,2-a]pyrimidine-4,7(6H)-dione